NCCCN1CC2C3(N=CC(C(C31)CC(C)C)C2)C(=O)NCC2=CC=CC3=CC=CC=C23 1-(3-aminopropyl)-7-isobutyl-N-(naphthalen-1-ylmethyl)-1,2,3,6,7,7a-hexahydro-3aH-3,6-methanopyrrolo[3,2-b]pyridine-3a-carboxamide